C(CCCCC)OCOCCCC(CC(CC(CC(CC(CC(C)O)C)C)C)C)C 14-hydroxy-4,6,8,10,12-pentamethylpentadecyl hexyloxymethyl ether